2-Methoxy-N-(8'-(2-oxooxazolidin-3-yl)-4'H-spiro[cyclopropane-1,5'-naphtho[2,1-d]isoxazol]-3'-yl)pyridine-3-sulfonamide COC1=NC=CC=C1S(=O)(=O)NC1=NOC2=C1CC1(C3=CC=C(C=C32)N3C(OCC3)=O)CC1